3-(3-(2-((tert-butyldimethylsilyl)oxy)ethyl)-2-oxo-2,3-dihydro-1H-benzo[d]imidazol-1-yl)piperidine-2,6-dione [Si](C)(C)(C(C)(C)C)OCCN1C(N(C2=C1C=CC=C2)C2C(NC(CC2)=O)=O)=O